tert-butyl (S)-6-(5-(3-((tert-butoxycarbonyl)amino)pyrrolidine-1-carbonyl)-4-methylthiophen-2-yl)-3,4-dihydroisoquinoline-2(1H)-carboxylate C(C)(C)(C)OC(=O)N[C@@H]1CN(CC1)C(=O)C1=C(C=C(S1)C=1C=C2CCN(CC2=CC1)C(=O)OC(C)(C)C)C